C(C)(C)(C)OC(=O)NC1CCC(CC1)C1=CC=C(C=C1)NC(OC1=CC=CC=C1)=O phenyl (4-((1s,4s)-4-((tert-butoxycarbonyl)amino)cyclohexyl) phenyl)carbamate